12-bromo-18,20-difluoro-13-methoxy-4-methyl-15,15-dioxo-8-oxa-15λ6-thia-4,5,16-triazatetracyclo[15.3.1.110,14.02,6]docosa-1(20),2,5,10(22),11,13,17(21),18-octaen-9-one BrC1=CC=2C(OCC3=NN(C=C3C3=C(C=C(C(NS(C(=C1OC)C2)(=O)=O)=C3)F)F)C)=O